FC1=C(C(=O)N)C=C(C=C1)C[C@@H]1CC[C@H](CC1)C(=O)N1OCC[C@H]1C1=NC(=CN=C1)C trans-2-fluoro-5-[[4-[(3S)-3-(6-methylpyrazin-2-yl)isoxazolidine-2-carbonyl]cyclohexyl]methyl]benzamide